2-((phenyl)(p-tolyl)methyl)benzofuran Ethyl-3-(((6-carbamoylpyridin-3-yl)oxy)methyl)-4-chlorobenzo[b]thiophene-2-carboxylate C(C)OC(=O)C1=C(C2=C(S1)C=CC=C2Cl)COC=2C=NC(=CC2)C(N)=O.C2(=CC=CC=C2)C(C=2OC1=C(C2)C=CC=C1)C1=CC=C(C=C1)C